3-fluoro-4-((6-(piperidine-4-Oxy)pyridin-2-yl)methoxy)benzonitrile FC=1C=C(C#N)C=CC1OCC1=NC(=CC=C1)OC1CCNCC1